(2-formyl-4-chlorophenyl)boronic acid C(=O)C1=C(C=CC(=C1)Cl)B(O)O